C(C)(C)OC(=O)C=1C(=NC(=NC1)NC1=C(C=C(C(=C1)NC(C=C)=O)N1C[C@H](CC1)N(C)C)OC)NC1=C(C=CC=C1)C1=NN(C=C1)C (S)-2-((5-acrylamido-4-(3-(dimethylamino)pyrrolidin-1-yl)-2-methoxyphenyl)amino)-4-((2-(1-methyl-1H-pyrazol-3-yl)phenyl)amino)pyrimidine-5-carboxylic acid isopropyl ester